NC1=NC(=C(C(=C1C#N)C=1C=C(C=CC1)B(O)O)C#N)N1CCCCC1 (3-(2-amino-3,5-dicyano-6-(piperidin-1-yl)pyridin-4-yl)phenyl)boronic acid